C1(CC1)N1C(=NN=C1)[C@@H](C1COC1)F 3-((R)-(4-cyclopropyl-4H-1,2,4-triazol-3-yl)fluoromethyl)oxetan